C1=CC=CC=2C(C3=C(C=CC21)C=CC=C3)=CCCN(C)C 3-(5H-dibenzo[a,d]cyclohepten-5-ylidene)-N,N-dimethyl-1-propanamine